C(CCC=C)OC=1C=C(C=CC1)NC(OC(C)(C)C)=O tert-butyl N-(3-pent-4-enoxyphenyl)carbamate